COC(=O)C1CCC(CCC1)C(=O)O 4-(Methoxycarbonyl)cycloheptanecarboxylic Acid